(S)-quinuclidin-3-yl ((R)-7-fluoro-6-(4-isopropoxyphenyl)-2,2-dimethyl-1,2,3,4-tetrahydronaphthalen-1-yl)carbamate FC1=C(C=C2CCC([C@H](C2=C1)NC(O[C@@H]1CN2CCC1CC2)=O)(C)C)C2=CC=C(C=C2)OC(C)C